3-methyl-6-(4,4,5,5-tetramethyl-1,3,2-dioxaborolan-2-yl)-3H-imidazo[4,5-b]pyridine CN1C=NC=2C1=NC=C(C2)B2OC(C(O2)(C)C)(C)C